NC=1C=C(C(=C(C#N)C1)C)N1CCC(CC1)(F)F 5-amino-3-(4,4-difluoropiperidin-1-yl)-2-methylbenzonitrile